3-(4-amino-7-cyclopropyl-2-oxopyrido[2,3-d]pyrimidin-1(2H)-yl)-2-ethoxybenzonitrile NC=1C2=C(N(C(N1)=O)C=1C(=C(C#N)C=CC1)OCC)N=C(C=C2)C2CC2